BrC1=C2C=NN(C2=C(C=C1)F)CC#N 2-(4-bromo-7-fluoro-1H-indazol-1-yl)acetonitrile